1-chloro-2-fluoro-4-iodo-benzene ClC1=C(C=C(C=C1)I)F